BrC1=NC(=CC2=CC=CC=C12)C(=O)O bromoisoquinoline-3-carboxylic acid